3-bromo-2,6-difluoro-5-methyl-aniline BrC=1C(=C(N)C(=C(C1)C)F)F